4-(2-(4-Isopropylpiperazin-1-yl)-5-(3-(m-tolyl)-1H-pyrazol-1-yl)thiazolo[4,5-d]pyrimidin-7-yl)morpholine C(C)(C)N1CCN(CC1)C=1SC2=C(N=C(N=C2N2CCOCC2)N2N=C(C=C2)C=2C=C(C=CC2)C)N1